(R)-1-(8,9-Difluoro-6-oxo-1,4,5,6-tetrahydro-2H-pyrano[3,4-c]isoquinolin-1-yl)-3-(3-(difluoromethyl)-4-fluorophenyl)-1-methylurea FC=1C(=CC=2C3=C(NC(C2C1)=O)COC[C@@H]3N(C(=O)NC3=CC(=C(C=C3)F)C(F)F)C)F